5-(4,4,5,5-tetramethyl-1,3,2-dioxaborolan-2-yl)-[1,1'-biphenyl]-2-ol CC1(OB(OC1(C)C)C1=CC=C(C(=C1)C1=CC=CC=C1)O)C